Methyl tritylserinate C(C1=CC=CC=C1)(C1=CC=CC=C1)(C1=CC=CC=C1)N[C@@H](CO)C(=O)OC